(3S)-1-[3-({9-chloro-7-methoxy-1H,2H,3H-cyclopenta[b]quinolin-6-yl}oxy)propyl]-3-fluoropyrrolidine ClC1=C2C(=NC=3C=C(C(=CC13)OC)OCCCN1C[C@H](CC1)F)CCC2